CC(C=CCC=CCC=CCCCC(=O)[O-])C=CCCCCCO[N+](=O)[O-] 13-methyl-20-(nitrooxy)icosa-5,8,11,14-tetraenoate